(S)-ethyl 8-(2-amino-6-((R)-1-(4-chloro-2-(5-chlorothiophen-2-yl)phenyl)-2,2,2-trifluoroethoxy)pyrimidin-4-yl)-2,8-diazaspiro[4.5]decane-3-carboxylate NC1=NC(=CC(=N1)N1CCC2(C[C@H](NC2)C(=O)OCC)CC1)O[C@@H](C(F)(F)F)C1=C(C=C(C=C1)Cl)C=1SC(=CC1)Cl